ClC=1C=C(C=CC1F)NC1=NC=NC2=CC(=C(C=C12)O[C@@H]1CC[C@H](CC1)N)OC 4-[(3-chloro-4-fluorophenyl)amino]-6-(trans-4-amino-cyclohexan-1-yloxy)-7-methoxy-quinazoline